N-(5-(azetidin-3-yl)-1,3,4-thiadiazol-2-yl)-2'-chloro-5'-methoxy-6-methyl-(4,4'-bipyridine)-3-carboxamide N1CC(C1)C1=NN=C(S1)NC(=O)C=1C=NC(=CC1C1=CC(=NC=C1OC)Cl)C